C[SiH](C1=CC=C(C=C1)[SiH](C)C)C 1,4-Bis-dimethylsilyl-benzene